NC1=CC=C(C=C1)N1CCC(CC1)N(C(OC(C)(C)C)=O)C tert-butyl N-[1-(4-aminophenyl)-4-piperidinyl]-N-methyl-carbamate